F[C@]1(CN(CC[C@H]1O)C1=NC=CC(=N1)NC=1N=CC2=C(C=CC(=C2C1)C(C)C)N1CC(C1)CS(=O)(=O)C)C (3S,4R)-3-fluoro-1-(4-(5-isopropyl-8-(3-(methylsulfonylmethyl)azetidin-1-yl)isoquinolin-3-ylamino)pyrimidin-2-yl)-3-methylpiperidin-4-ol